N-(1-(2-chloro-4-((4-(1-methyl-4-(trifluoromethyl)-1H-imidazol-2-yl)benzyl)amino)pyrimidine-5-yl)ethyl)-2-methylpropane-2-sulfinamide ClC1=NC=C(C(=N1)NCC1=CC=C(C=C1)C=1N(C=C(N1)C(F)(F)F)C)C(C)NS(=O)C(C)(C)C